C(C1=CC(O)=C(O)C(O)=C1)(=O)[C@]([C@H](C=O)O)(O)[C@H](O)[C@H](O)C(O)C(C1=CC(O)=C(O)C(O)=C1)=O 3,6-digalloyl-glucose